CNC(OCCNC(=O)OC(C)(C)C)=O (2-((tert-butoxycarbonyl)amino)ethyl) (methyl)carbamate